BrC1=CC=C(C2=C1C(CO2)=O)Cl 4-bromo-7-chlorobenzofuran-3(2H)-one